C(C1=CC=CC=C1)OC[C@H]1OC[C@H](CCN(C1)C(=O)OC(C)(C)C)OC tert-butyl (2S,7S)-2-[(benzyloxy)methyl]-7-methoxy-1,4-oxazocane-4-carboxylate